3-(5-(hydroxymethyl)-3-oxo-3,6,7,8-tetrahydrocyclopenta[e]isoindol-2(1H)-yl)piperidine-2,6-dione OCC=1C2=C(C=3CN(C(C3C1)=O)C1C(NC(CC1)=O)=O)CCC2